CC1CC(C1)C(=O)O (1r,3s)-3-methylcyclobutane-1-carboxylic acid